(S)-methyl 5-chloro-2,3-dihydro-2-hydroxy-1-oxo-1H-indene-2-carboxylate ClC=1C=C2C[C@](C(C2=CC1)=O)(C(=O)OC)O